(2,4-difluoro-5-(3-(4-(trifluoromethyl)phenyl)-1H-pyrazolo[3,4-b]pyridin-1-yl)phenyl)-2-fluoroacrylamide FC1=C(C=C(C(=C1)F)N1N=C(C=2C1=NC=CC2)C2=CC=C(C=C2)C(F)(F)F)C=C(C(=O)N)F